NCCCC(CCCN)NCC1=CC=CC=C1 1-(3-aminopropyl)-N1-Benzyl-butane-1,4-diamine